C(#N)CC(=O)N(C)CC(OC)OC 2-cyano-N-(2,2-dimethoxyethyl)-N-methylacetamide